C(C)C=1C(=C(C=CC1)CC=1C(=C(C=CC1)O)CC1=C(C(=CC=C1)CC)CC)CC di((diethylphenyl)methyl)phenol